CC1(COCC1)NC(OC1CCCC1)=O cyclopentyl (3-methyltetrahydrofuran-3-yl)carbamate